N1(CCC2C1CNCC2)C2=CC(=NC=N2)C2=CN=C1N2N=C(C=C1)C(F)F 3-[6-(2,3,3a,4,5,6,7,7a-Octahydropyrrolo[2,3-c]pyridin-1-yl)pyrimidin-4-yl]-6-(difluoromethyl)imidazo[1,2-b]pyridazine